BrC1=CC=C(C=C1)NC(C1=CC(=CC=C1)S(NC1=CC=C(C=C1)F)(=O)=O)=O N-(4-bromophenyl)-3-(N-(4-fluorophenyl)sulfamoyl)benzamide